((2R)-1-(7-(2-amino-7-fluorobenzo[d]thiazol-4-yl)-8-fluoro-2-(((2R,7aS)-2-fluorotetrahydro-1H-pyrrolizin-7a(5H)-yl)methoxy)-6-(trifluoromethyl)quinazolin-4-yl)azetidin-2-yl)methanol NC=1SC2=C(N1)C(=CC=C2F)C2=C(C=C1C(=NC(=NC1=C2F)OC[C@]21CCCN1C[C@@H](C2)F)N2[C@H](CC2)CO)C(F)(F)F